SCCCCCCCCCCC(=O)OCC(OC(CCCCCCCCCCS)=O)COC(CCCCCCCCCCS)=O glycerol tri(11-mercaptoundecanoate)